CCCCCCCCCCCCCCCCCCCCC(=O)N[C@@H](COP(=O)(O)OCCN)[C@@H](/C=C/C=C/CCCCCCC)O The molecule is a ceramide phosphoethanolamine (35:2) in which the specified spingoid base and acyl group specified are (4E,6E)-tetradecasphingadienine and heneicosanoyl respectively. It derives from a henicosanoic acid.